BrCCCCCCO[Si](OC(OCC(SCCCCCCCCCC)CCCCCCCC)CCCCCCC\C=C/CCCCCCCC)(C)C (Z)-1-bromo-10-(heptadec-8-en-1-yl)-8,8-dimethyl-13-octyl-7,9,11-trioxa-14-thia-8-silatetracosane